OC=1C=C2C(=CNC2=CC1)CCNC(=O)C1(CCCCC1)C N-(2-(5-hydroxy-1H-indol-3-yl)ethyl)-1-methyl-cyclohexane-1-carboxamide